CC=1C(=NC=CN1)C1=NN2C(NC=CC2=O)=C1C(=O)[O-] 2-(3-methylpyrazin-2-yl)-7-oxo-4,7-dihydropyrazolo[1,5-a]pyrimidine-3-carboxylate